COC(=O)C1(CC1)CN1C(CCC1)(C)C 1-((2,2-Dimethylpyrrolidin-1-yl)methyl)cyclopropanecarboxylic acid methyl ester